O=C1C2=C(N=C(N1)C1C(CC1)C=1C=NC=NC1)N(N=C2C#N)C(C)C=2C=NC(=CC2)C(F)(F)F 4-Oxo-6-(2-(pyrimidin-5-yl)cyclobutyl)-1-(1-(6-(trifluoromethyl)pyridin-3-yl)ethyl)-4,5-dihydro-1H-pyrazolo[3,4-d]pyrimidin-3-carbonitril